CC(C)(C)OC(=O)N1S(OCC1)(=O)=O 1,2,3-Oxathiazolidine-3-carboxylic acid 1,1-dimethylethyl ester 2,2-dioxide